4-[2-Benzyloxyethyl-(methyl)amino]-4-methyl-pent-2-ynethioic acid S-methyl ester CSC(C#CC(C)(C)N(C)CCOCC1=CC=CC=C1)=O